tributyl-(2-ethoxyvinyl)stannane C(CCC)[Sn](C=COCC)(CCCC)CCCC